ClC1=NC=C(C=N1)C(=O)NC1C(C(C1(C)C)OC1=CC(=C(C=C1)C#N)OC)(C)C 2-chloro-N-[(1r,3r)-3-(4-cyano-3-methoxy-phenoxy)-2,2,4,4-tetramethyl-cyclobutyl]pyrimidine-5-carboxamide